C1=CC(=C(C=C1N)[N+](=O)[O-])NCCO N1-(2-hydroxyethyl)-2-nitro-p-phenylenediamine